(3-(3-(1-methyl-1H-pyrazol-4-yl)-1H-pyrazolo[3,4-c]pyridin-5-yl)-2-(trifluoromethyl)benzyl)ethylamine CN1N=CC(=C1)C1=NNC2=CN=C(C=C21)C=2C(=C(CNCC)C=CC2)C(F)(F)F